2-(acetylamino)ethyl methacrylate C(C(=C)C)(=O)OCCNC(C)=O